glyceryl mono-palmitoleate C(CCCCCCC\C=C/CCCCCC)(=O)OCC(O)CO